3,5-dimethyl-2-(2-cyclohexen-1-yl)p-benzoquinone CC1=C(C(C=C(C1=O)C)=O)C1C=CCCC1